(R)-2-(4-(5-(7,8-dimethyl-[1,2,4]triazolo[1,5-a]pyridin-6-yl)-6-isopropyl-4H-pyrrolo[3,2-d]thiazol-2-yl)-3-methylpiperazin-1-yl)-N-methylacetamide CC1=C(C=2N(C=C1C1=C(C=3N=C(SC3N1)N1[C@@H](CN(CC1)CC(=O)NC)C)C(C)C)N=CN2)C